FC1=CC(=NC=C1)N1C[C@H](CC1)S(=O)(=O)C (S)-4-fluoro-2-(3-(methylsulfonyl)pyrrolidin-1-yl)pyridine